D-xylo-pyranose OC1[C@H](O)[C@@H](O)[C@H](O)CO1